4-methyl-7-oxo-6-((R)-1-((trimethylsilyl) oxy) ethyl)-1-azabicyclo[3.2.0]hept-2-ene-2-carboxylate CC1C=C(N2C(C(C12)[C@@H](C)O[Si](C)(C)C)=O)C(=O)[O-]